2,5-dimethoxybenzamide COC1=C(C(=O)N)C=C(C=C1)OC